6-(furan-3-yl)-N-methyl-N-(piperidin-4-ylmethyl)benzofuran-2-carboxamide O1C=C(C=C1)C1=CC2=C(C=C(O2)C(=O)N(CC2CCNCC2)C)C=C1